(E)-1-(4-((6-((3R,4R)-4-(3,4-dihydroisoquinolin-2(1H)-yl)-3-hydroxypiperidine-1-carbonyl)pyrimidin-4-yl)amino)-3-azabicyclo[3.1.1]hept-3-yl)-2-(methoxyimino)propane-1-one C1N(CCC2=CC=CC=C12)[C@H]1[C@@H](CN(CC1)C(=O)C1=CC(=NC=N1)NC1N(CC2CC1C2)C(/C(/C)=N/OC)=O)O